OC[C@]1([C@@H](O)[C@H](O)[C@H](O1)CO)N[C@@H](CO)C(=O)O α-fructosyl-serine